(2Z,4E,6E,8Z)-3,5,7-trimethyl-2,4,6,8-undecatetraene C/C(=C/C)/C=C(/C=C(/C=C\CC)\C)\C